N-(4-((4-(2-hydroxyethoxy)-6-(methylsulfonyl)pyridin-2-yl)amino)-5-(1-isopropyl-1H-pyrazol-3-yl)pyridin-2-yl)acetamide OCCOC1=CC(=NC(=C1)S(=O)(=O)C)NC1=CC(=NC=C1C1=NN(C=C1)C(C)C)NC(C)=O